6-((4-(cyclohexylamino)-5-methylpyrimidin-2-yl)amino)benzo[c][1,2]oxaborol-1(3H)-ol C1(CCCCC1)NC1=NC(=NC=C1C)NC=1C=CC2=C(B(OC2)O)C1